tert-butyl (2R)-2-[[(3,6-dichloropyridin-2-yl)oxy]methyl]pyrrolidine-1-carboxylate ClC=1C(=NC(=CC1)Cl)OC[C@@H]1N(CCC1)C(=O)OC(C)(C)C